Benzofuran-5-ylboronic acid O1C=CC2=C1C=CC(=C2)B(O)O